4-(((1S,9R)-9-ethyl-5-fluoro-9-hydroxy-4-methyl-10,13-dioxo-1,2,3,9,10,12,13,15-octahydrobenzo[de]pyrano[3',4':6,7]indolizino[1,2-b]quinolin-1-yl)carbamoyl)-1-methylpiperazin-1-ium C(C)[C@@]1(C(OCC=2C(N3CC=4C(=NC=5C=C(C(=C6C5C4[C@H](CC6)NC(=O)N6CC[NH+](CC6)C)C)F)C3=CC21)=O)=O)O